C(CCCCCCCCCCCCCCCCC)N(C)CCCCCCCCCCCCCCCCCC di(n-octadecyl)methylamine